5,20-di(4-aminophenyl)porphyrin NC1=CC=C(C=C1)C=1C2=CC=C(N2)C(=C2C=CC(C=C3C=CC(=CC=4C=CC1N4)N3)=N2)C2=CC=C(C=C2)N